1-(3-fluoropyridin-2-yl)-N-(2,4,6-trifluorobenzyl)methanamine FC=1C(=NC=CC1)CNCC1=C(C=C(C=C1F)F)F